N-(1,3-dihydroxypropan-2-yl)-2-thioxo-1,2-dihydropyridine-3-carboxamide OCC(CO)NC(=O)C=1C(NC=CC1)=S